ClC1=C(C=CC=C1)N1C=2N(C3=C(C1=O)C=NC(=N3)NC=3C=CC1=C(CCCNC1)C3)C=CN2 6-(2-chlorophenyl)-2-(2,3,4,5-tetrahydro-1H-2-benzazepin-7-ylamino)imidazo[1,2-a]pyrimido[5,4-e]pyrimidin-5(6H)-one